(2S,4S)-4-azido-1-((R)-2-((tert-butoxycarbonyl)amino)-3-cyclohexylpropionyl)pyrrolidine-2-carboxylic acid N(=[N+]=[N-])[C@H]1C[C@H](N(C1)C([C@@H](CC1CCCCC1)NC(=O)OC(C)(C)C)=O)C(=O)O